C(C)(=O)N1CC=2C(C3=C(NC2CC1)C=C(C=C3)C(=O)OC)=O methyl 2-acetyl-10-oxo-1,2,3,4,5,10-hexahydrobenzo[b][1,6]naphthyridine-7-carboxylate